4-(2-chloro-4-(4-fluorobenzoyl)thiophenyl)phenylbis(4-chlorophenyl)sulfonium hexafluoroantimonate F[Sb-](F)(F)(F)(F)F.ClC1=C(C=CC(=C1)SC(C1=CC=C(C=C1)F)=O)C1=CC=C(C=C1)[S+](C1=CC=C(C=C1)Cl)C1=CC=C(C=C1)Cl